ClC=1C=C(C=CC1Cl)C1=CN(C2=C1C(N(C=C2)CC(=O)N2CC(C2)(C)F)=O)C=2C=NN(C2)C 3-(3,4-dichlorophenyl)-5-(2-(3-fluoro-3-methylazetidin-1-yl)-2-oxoethyl)-1-(1-methyl-1H-pyrazol-4-yl)-1H-pyrrolo[3,2-c]pyridin-4(5H)-one